(((6-(4,6-bis(4-acetylpiperazin-1-yl)-1,3,5-triazin-2-yl) benzo[d]oxazol-2-yl) amino) methyl) benzoate C(C1=CC=CC=C1)(=O)OCNC=1OC2=C(N1)C=CC(=C2)C2=NC(=NC(=N2)N2CCN(CC2)C(C)=O)N2CCN(CC2)C(C)=O